COC(=O)C(C(CC)C)NS(=O)(=O)C1=CC=C(C(=O)O)C=C1 4-[N-(1-methoxyformyl-2-methylbutyl)sulfamoyl]Benzoic acid